1-(3-amino-5-methylpyrazin-2-yl)ethan-1-one NC=1C(=NC=C(N1)C)C(C)=O